C1=CC=CC=2C3=CC=CC=C3C(C12)COC(N[C@@H](CC1=CC=CC=C1)C(N)=O)=O.CC=1N=C(C(=NC1)C1CCNCC1)OC=1C=NC(=CC1)C(F)(F)F 5-methyl-2-(piperidin-4-yl)-3-((6-(trifluoromethyl)pyridin-3-yl)oxy)pyrazine (9H-fluoren-9-yl)methyl-N-[(1S)-1-carbamoyl-2-phenylethyl]carbamate